C(C)(C)(C)C1=C(C2=C(N=CN=C2OC2=C(C=CC=C2)OCC)S1)C1=CC(=C(C=C1)Cl)Cl 6-tert-butyl-5-(3,4-dichlorophenyl)-4-(2-ethoxyphenoxy)thieno[2,3-d]pyrimidine